1-methoxy-2-methylprop-1-en COC=C(C)C